C(CCCCCCC)NC1=C(C=CC=C1)NCCCCCCCC N,N'-dioctylphenylenediamine